BrC1=CN=C(C(=N1)C(=O)O)OC(F)F 6-bromo-3-(difluoromethoxy)pyrazine-2-carboxylic acid